FC1=C(C=C2C=C(N=CC2=C1)NC(=O)[C@@H]1[C@H](C1)C1=NC=CC=C1)N1CCN(CC1)[C@]1(COC[C@H]1O)C (1S,2S)-N-[7-fluoro-6-[4-[(3S,4S)-4-hydroxy-3-methyl-tetrahydrofuran-3-yl]piperazin-1-yl]-3-isoquinolyl]-2-(2-pyridyl)cyclopropanecarboxamide